NC1=C(C=C2C(C=C(OC2=C1NC(C(F)F)=O)C=1C=NC(=CC1)C#N)=O)F N-(7-amino-2-(6-cyanopyridin-3-yl)-6-fluoro-4-oxo-4H-chromen-8-yl)-2,2-difluoroacetamide